BrC=1C=C2C(=CC1)NC([C@@]21C(N([C@@H](C1)C(N)=O)C(C(CC(C)C)=CNC(OC(C)(C)C)=O)=O)([2H])[2H])=O tert-butyl ((S)-1-((3R,5'S)-5-bromo-5'-carbamoyl-2-oxospiro[indoline-3,3'-pyrrolidine]-1'-yl-2',2'-d2)-4-methyl-1-oxopentyl-2-yl)(methyl)carbamate